(2S,6R)-4-(3-(4-(1H-pyrazol-1-yl)phenyl)imidazo[1,2-b]pyridazin-6-yl)-2,6-dimethylmorpholine N1(N=CC=C1)C1=CC=C(C=C1)C1=CN=C2N1N=C(C=C2)N2C[C@@H](O[C@@H](C2)C)C